2-chloro-N-[(1,3-thiazol-2-yl)methyl]thieno[3,2-d]pyrimidin-4-amine ClC=1N=C(C2=C(N1)C=CS2)NCC=2SC=CN2